2-(3-amino-2-imino-imidazolidin-1-yl)-3-methylbutanoic acid NN1C(N(CC1)C(C(=O)O)C(C)C)=N